NC1=NC2=NC=C(N=C2C(N1)=O)CNC1=CC=C(C(=O)N[C@H](C(=O)O)CCC#C)C=C1 (S)-2-(4-(((2-amino-4-oxo-3,4-dihydropteridin-6-yl)methyl)amino)benzamido)hex-5-ynoic acid